C1(=CC=CC=C1)C1=CC2=C(OC3=C2C=C(C=C3)C3=CC=2SC4=CC=C(C=C4SC2C=C3)C=3C2=CC=CC=C2C(=C2C=CC=CC32)C3=CC=CC=C3)C=C1 2-phenyl-8-(7-(10-phenylanthracen-9-yl)thianthren-2-yl)dibenzofuran